3-(2-methyl-1,3-dioxo-2,3-dihydro-1H-benzo[de]isoquinolin-5-yl)-7-ureido-2-naphthoic acid methyl ester COC(=O)C1=CC2=CC(=CC=C2C=C1C=1C=C2C3=C(C(N(C(C3=CC=C2)=O)C)=O)C1)NC(=O)N